N-(2-amino-1-(3-chloro-5-fluoro-phenyl)ethyl)-1-(5-methyl-2-(((S)-tetrahydro-furan-3-yl)amino)-pyrimidin-4-yl)-1H-imidazole-4-carboxamide NCC(C1=CC(=CC(=C1)F)Cl)NC(=O)C=1N=CN(C1)C1=NC(=NC=C1C)N[C@@H]1COCC1